C(O)(O)=O.O(C1=CC=CC=C1)C1C(=C(C(=O)CC1(C)C)OC1=CC=CC=C1)C bis(phenoxy)isophorone carbonate